CN(CCN1CCN(CC1)C1=NC2=CC=C(C=C2C(=N1)NCC=1C=NC=CC1C)C=1C(=NOC1C)C)C 2-(4-(2-(dimethylamino)ethyl)piperazin-1-yl)-6-(3,5-dimethylisoxazol-4-yl)-N-((4-methylpyridin-3-yl)methyl)quinazolin-4-amine